ethyl (S)-3-(3-aminophenyl)-3-(benzyl((R)-1-phenylethyl)amino)propanoate NC=1C=C(C=CC1)[C@H](CC(=O)OCC)N([C@H](C)C1=CC=CC=C1)CC1=CC=CC=C1